C(CCCCCCCCCCCCCCCCC)(=O)NC(CCC(=O)O)=O succinic acid mono-octadecanoyl amide